chloro-3-methoxy-2H-[1,3'-bipyridin]-2-one ClC1=C(C(N(C=C1)C=1C=NC=CC1)=O)OC